C(C)(=O)NC1=CC=C(S1)[C@@H]1N(C[C@H](CC1)C)C(C(=O)NC=1C=C(C=NC1)C(=O)N)=O 5-[[2-[(2R,5S)-2-(5-Acetamido-2-thienyl)-5-methyl-1-piperidyl]-2-oxo-acetyl]amino]pyridine-3-carboxamide